8-bromo-2-methyl-5-(methylsulfonyl)-7-phenylimidazo[1,2-c]pyrimidine BrC=1C=2N(C(=NC1C1=CC=CC=C1)S(=O)(=O)C)C=C(N2)C